CC12OCC(C1)(C2)C=2N=C1N(C=C(C(=C1)O[C@H](CC)C)C(=O)O)C2 2-(1-methyl-2-oxabicyclo[2.1.1]hexan-4-yl)-7-[(1S)-1-methylpropoxy]imidazo[1,2-a]pyridine-6-carboxylic acid